benzo[2,1-c][1,2,5]oxadiazepine N=1OC=CN=C2C1C=CC=C2